C(C)(C)(C)C1=C(C(=C(C#N)C(=C1)C)C)O 4-Tertiary butyl-3-hydroxy-2,6-dimethylbenzonitrile